C(CCC)OC=1C=C(C(=O)NC2=CC=C(C=C2)S(NC=2SC(=NN2)CC)(=O)=O)C=CC1 3-butoxy-N-{4-[(5-ethyl-1,3,4-thiadiazol-2-yl)sulfamoyl]phenyl}benzamide